C(=C)C=1C=CC(=C(C1)O)OC 5-Vinyl-2-methoxy-phenol